(S)-2-((4-(6-((4-(dimethylcarbamoyl)-2-fluorobenzyl)oxy)pyridin-2-yl)piperidin-1-yl)Methyl)-1-(oxetan-2-ylmethyl)-1H-benzo[d]imidazole-6-carboxylic acid methyl ester COC(=O)C=1C=CC2=C(N(C(=N2)CN2CCC(CC2)C2=NC(=CC=C2)OCC2=C(C=C(C=C2)C(N(C)C)=O)F)C[C@H]2OCC2)C1